N-(1-(4-(trifluoromethyl)benzyl)-1H-indol-5-yl)heptanamide FC(C1=CC=C(CN2C=CC3=CC(=CC=C23)NC(CCCCCC)=O)C=C1)(F)F